Cl.N=1N(N=CC1)C1=CC=C(C=C1)CCN 2-(4-(2H-1,2,3-triazol-2-yl)phenyl)ethan-1-amine hydrochloride